C(C1=CC=CC=C1)NC1=NC(=NN2C1=CC=C2C2CN(CCC2)CC2CC2)N2C(=CC=1C(=CC=CC21)C(=O)N)C 1-(4-(benzylamino)-7-(1-(cyclopropylmethyl)piperidin-3-yl)pyrrolo[2,1-f][1,2,4]triazin-2-yl)-2-methyl-1H-indole-4-carboxamide